NC1=C(C2=CC=CC=C2C=C1)S(=O)(=O)O aminonaphthalene-1-sulfonic acid